6-chloro-N-{3-[2-(4-chloro-3-fluorophenoxy)acetamido]bicyclo[1.1.1]pent-1-yl}-4-(3-methoxybenzoyl)-3,4-dihydro-2H-1,4-benzoxazine-2-carboxamide ClC=1C=CC2=C(N(CC(O2)C(=O)NC23CC(C2)(C3)NC(COC3=CC(=C(C=C3)Cl)F)=O)C(C3=CC(=CC=C3)OC)=O)C1